triglycerol octanoate C(CCCCCCC)(=O)O.OCC(O)CO.OCC(O)CO.OCC(O)CO